tert-Butyl 4-[(1-methyl-1H-pyrazol-4-yl)(phenyl)methylene]piperidine-1-carboxylate CN1N=CC(=C1)C(=C1CCN(CC1)C(=O)OC(C)(C)C)C1=CC=CC=C1